5-chloro-3-((3,5-dimethylphenyl)thio)-1H-indole-2-carboxylic acid ethyl ester C(C)OC(=O)C=1NC2=CC=C(C=C2C1SC1=CC(=CC(=C1)C)C)Cl